C(=O)OC1(CC2C(CC1)O2)CC2CC1C(CC2)O1 3,4-epoxycyclohexylmethyl-3,4-epoxycyclohexyl formate